FC1S(=O)(=O)CCC1F 2,3-difluoro-sulfolane